2-Ethyl-Hexanoic Acid C(C)C(C(=O)O)CCCC